C(CC)C(C(=O)O)(CCCC(=O)O)CCCCCCCCC.NC1=C(C(=O)NC(C)C)C=C(C=N1)C1=C(C=C(C=C1)NC(CC1=C2C=CC=NC2=CC=C1)=O)C 2-amino-N-isopropyl-5-(2-methyl-4-(2-(quinolin-5-yl)acetamido)phenyl)nicotinamide propyl-nonyl-adipate